ClC1=CC=C(OCC(=O)NC23CC(C2)(C3)N3C=NC(=C3)C3(CCC3)OC(F)(F)F)C=C1 2-(4-chlorophenoxy)-N-[3-[4-[3-trans-(trifluoromethoxy)cyclobutyl]imidazol-1-yl]-1-bicyclo[1.1.1]pentanyl]acetamide